Bis(4-cyanatophenoxy)sulfoxid O(C#N)C1=CC=C(OS(=O)OC2=CC=C(C=C2)OC#N)C=C1